C1(=CC=CC=C1)C(=CC=C(C1=CC=CC=C1)C1=CC=CC=C1)C1=CC=CC=C1 Tetra-Phenyl-Butadien